O[C@H]1[C@@H](CN(CC1)CC=1N=CN(C1)C1=NC=C(C#N)C(=C1)C)C=1C(=C2COC(C2=CC1)=O)C 6-(4-(((3R,4R)-4-hydroxy-3-(4-methyl-1-oxo-1,3-dihydroisobenzofuran-5-yl)piperidin-1-yl)methyl)-1H-imidazol-1-yl)-4-methylnicotinonitrile